FC1([C@H]([C@@H]1C(=O)OC)C(=O)O)F Trans-2,2-difluoro-3-(methoxycarbonyl)cyclopropane-1-carboxylic acid